N1CC(CCC1)C(=O)[O-] piperidin-3-carboxylat